diisocyanatodicyclohexylmethane N(=C=O)C(C1CCCCC1)(C1CCCCC1)N=C=O